hydroquinonediethanol C=1(O)C(=C(C(O)=CC1)CCO)CCO